ClC1=C(OC2=C(C=C(C=C2)NC(CC2=CC=CC=C2)=O)S(N)(=O)=O)C=CC=C1 N-[4-(2-chlorophenoxy)-3-sulfamoylphenyl]-2-Phenylacetamide